O1C=C(C2=C1C=CC=C2)C2=CC=C1CN(C(C1=C2)=O)C(C(=O)N[C@H](C(=O)O)CC(COC2=C(C(=CC(=C2F)F)F)F)=O)CC (S)-2-(6-(benzofuran-3-yl)-1-oxoisoindolin-2-yl)butanamido-4-oxo-5-(2,3,5,6-tetrafluorophenoxy)pentanoic acid